4-hydroxy-1,5-dimethyl-3-nitropyridin-2(1H)-one OC1=C(C(N(C=C1C)C)=O)[N+](=O)[O-]